C(C)(C)(C)OC(=O)NC1=C2C(=CN(C2=C(C(=C1)Cl)Cl)CCNC([O-])=O)C=1C=NN(C1)C1OCCCC1 N-[2-[4-(tert-butoxycarbonylamino)-6,7-dichloro-3-(1-tetrahydropyran-2-ylpyrazol-4-yl)indol-1-yl]ethyl]carbamate